O[C@H](C(=O)N[C@@H](CC(C)C)C(=O)O)C N-[(2S)-2-hydroxypropanoyl]-L-leucine